3-methoxy-N,N-dimethyl-2-((1-oxo-4-(o-tolyl)-1,2-dihydroisoquinolin-7-yl)oxy)propenamide COC=C(C(=O)N(C)C)OC1=CC=C2C(=CNC(C2=C1)=O)C1=C(C=CC=C1)C